(6-Chlorochroman-3-yl)-[6-(3-chloro-1H-pyrazol-4-yl)-1-(2-hydroxypropyl)indol-3-yl]methanone ClC=1C=C2CC(COC2=CC1)C(=O)C1=CN(C2=CC(=CC=C12)C=1C(=NNC1)Cl)CC(C)O